NC(C(C=1SC(=CN1)CO)NC(=O)C=1NC(=CC1C)C1=NC=C(C=C1)C(F)(F)F)(C)C N-(2-Amino-1-(5-(hydroxymethyl)thiazol-2-yl)-2-methylpropyl)-3-methyl-5-(5-(trifluoro-methyl)pyridin-2-yl)-1H-pyrrole-2-carboxamide